BrC=1C(=CC=2N(C1)C(=CN2)C2=NC=CC(=N2)SC)F 6-bromo-7-fluoro-3-(4-methylthiopyrimidin-2-yl)imidazo[1,2-a]pyridine